methyl 8-[(4,6-difluoroindolin-1-yl)methyl]-2-morpholino-4-oxo-chromene-6-carboxylate FC1=C2CCN(C2=CC(=C1)F)CC=1C=C(C=C2C(C=C(OC12)N1CCOCC1)=O)C(=O)OC